C1(CC1)C1=NC(=NN1)C1=CC=C(C=C1)NC(C1=CC(=CC(=C1)F)CN1CCS(CC1)(=O)=O)=O N-[4-(5-Cyclopropyl-1H-1,2,4-triazol-3-yl)phenyl]-3-[(1,1-dioxo-1,4-thiazinan-4-yl)methyl]-5-fluorobenzamide